Diazenium [NH2+]=N